C(C(=C)CC(=O)O)(=O)O itaconoic acid